C1(=C(C(=CC2=CC=CC=C12)N)N)C1=CC=CC2=CC=CC=C12 (R)-binaphthyl-diamine